2-(5-fluoro-2-(3-(4-phenyl-1-(2,2,2-trifluoroethyl)-1H-pyrazole-3-carboxamido)-4-(piperidin-1-yl)benzamido)phenyl)acetic acid FC=1C=CC(=C(C1)CC(=O)O)NC(C1=CC(=C(C=C1)N1CCCCC1)NC(=O)C1=NN(C=C1C1=CC=CC=C1)CC(F)(F)F)=O